CN(C=1C(C(C1NCC=1SC=CC1)=O)=O)CC1=CC=C(C=C1)C1=NOC(=N1)C(F)(F)F 3-(methyl-(4-(5-(trifluoromethyl)-1,2,4-oxadiazol-3-yl)benzyl)amino)-4-((thiophen-2-ylmethyl)amino)cyclobut-3-ene-1,2-dione